C(C)(C)(C)OC(=O)N1C[C@@H](CC1)C=O.FC=1C=2N(C=C(C1)NC(=O)C1=NC=C(N=C1)N1C[C@@H](CC1)CN1C[C@@H](CC1)F)C=C(N2)C N-(8-fluoro-2-methylimidazo[1,2-a]pyridin-6-yl)-5-((S)-3-(((R)-3-fluoropyrrolidin-1-yl)methyl)pyrrolidin-1-yl)pyrazine-2-carboxamide tert-Butyl-(3R)-3-formylpyrrolidine-1-carboxylate